3-methyl-3H-1,2,3-triazolo[4,5-b]pyridine-6-carboxylic acid CN1N=NC=2C1=NC=C(C2)C(=O)O